BrC=1C=CC(=C(C1)/C=C/C(=O)OCC)N1CC(CC1)OC1=NC=C(C=C1)C(F)(F)F (E)-ethyl 3-(5-bromo-2-(3-(5-(trifluoromethyl)pyridin-2-yloxy)pyrrolidin-1-yl)phenyl)acrylate